4-[4-cyano-6-[1-[(2S)-2-hydroxy-2-phenylethyl]pyrazol-4-yl]-2-methylindazol-3-yl]-2-(difluoromethoxy)-N-[(1-fluorocyclopropyl)methyl]-6-methoxybenzamide C(#N)C=1C2=C(N(N=C2C=C(C1)C=1C=NN(C1)C[C@H](C1=CC=CC=C1)O)C)C1=CC(=C(C(=O)NCC2(CC2)F)C(=C1)OC)OC(F)F